6-fluoro-N-methyl-5-(4-((7-methyl-6-oxo-5H-1,5-naphthyridin-3-yl)methyl)piperazin-1-yl)pyridine-2-formamide FC1=C(C=CC(=N1)C(=O)NC)N1CCN(CC1)CC=1C=NC=2C=C(C(NC2C1)=O)C